FC=1C=CC=2C3=C(N(C2C1)C(=O)N1[C@H](C[C@](CC1)(C(=O)O)C1=CC=C(C=C1)F)C)CCOC3C3CCOCC3 (2S,4S)-1-(7-fluoro-1-(tetrahydro-2H-pyran-4-yl)-1,3,4,5-tetrahydropyrano[4,3-b]indole-5-carbonyl)-4-(4-fluorophenyl)-2-methylpiperidine-4-carboxylic acid